9,9-bis[3-methyl-4-(2-hydroxyethoxy)phenyl]fluorene CC=1C=C(C=CC1OCCO)C1(C2=CC=CC=C2C=2C=CC=CC12)C1=CC(=C(C=C1)OCCO)C